2-(4-acetyl-1,4-diazepan-1-yl)-4-((3-(5-fluoropyrimidin-2-yl)-2-methoxyphenyl)amino)pyrimidine-5-carboxamide C(C)(=O)N1CCN(CCC1)C1=NC=C(C(=N1)NC1=C(C(=CC=C1)C1=NC=C(C=N1)F)OC)C(=O)N